3-(6-((2S,6S)-2,6-dimethylmorpholino)-1H-benzo[d]imidazol-2-yl)-4-(((S*)-1-(pyrimidin-2-yl)ethyl)amino)quinolin-2(1H)-one C[C@@H]1O[C@H](CN(C1)C=1C=CC2=C(NC(=N2)C=2C(NC3=CC=CC=C3C2N[C@@H](C)C2=NC=CC=N2)=O)C1)C |o1:26|